C(C)(C)(C)C1=CC=C(C=CC2=C(C(=O)OCC)C=CC(=C2)OC)C=C1 ethyl 2-(4-(tert-butyl) styryl)-4-methoxybenzoate